ClC1=CC=C2N(C1=O)C(NC2=O)(C)CC2=CC(=CC=C2)Cl 6-chloro-3-(3-chlorobenzyl)-3-methyl-2,3-dihydroimidazo[1,5-a]pyridine-1,5-dione